cerium oxyhydroxide O(O)O.[Ce]